C(C)(C)(C)OC(=O)N1CCN(CC1)C1=C(C=C(C=N1)B(O)O)C [6-(4-tert-butoxycarbonylpiperazin-1-yl)-5-methyl-3-pyridyl]boronic acid